CN(C)C[C@@H]1[C@@H]([C@@H]2CN(C[C@@H]([C@@H](CN12)O)O)C(=O)NC1=CC=C(C=C1)OC)C1=CC=C(C=C1)C#CC1=C(C=CC=C1)F (3R,4S,8R,9S,10S)-10-[(dimethylamino)methyl]-9-[4-[2-(2-fluorophenyl)ethynyl]phenyl]-3,4-dihydroxy-N-(4-methoxyphenyl)-1,6-diazabicyclo[6.2.0]decane-6-carboxamide